(1S,3R,4S)-2-(7-chloro-1H-indole-2-carbonyl)-5,5-difluoro-N-((R,Z)-4-fluoro-4-(methylsulfonyl)-1-((S)-2-oxopyrrolidin-3-yl)but-3-en-2-yl)-2-azabicyclo[2.2.2]octane-3-carboxamide ClC=1C=CC=C2C=C(NC12)C(=O)N1[C@@H]2CC([C@H]([C@@H]1C(=O)N[C@H](C[C@H]1C(NCC1)=O)\C=C(/S(=O)(=O)C)\F)CC2)(F)F